Methyl (S)-2-((4-((2-((4-cyano-2-fluorophenoxy)methyl)pyrimidin-4-yl)oxy)piperidin-1-yl)methyl)-1-(oxetan-2-ylmethyl)-1H-benzo[d]imidazole-6-carboxylate C(#N)C1=CC(=C(OCC2=NC=CC(=N2)OC2CCN(CC2)CC2=NC3=C(N2C[C@H]2OCC2)C=C(C=C3)C(=O)OC)C=C1)F